ClC1=CC(=C(C=C1)C1=C(C(=CC(=C1)N1CC(OCC1)C=1C=NN(C1)C)C(=O)OC)[N+](=O)[O-])F methyl 4'-chloro-2'-fluoro-5-(2-(1-methyl-1H-pyrazol-4-yl) morpholino)-2-nitro-[1,1'-biphenyl]-3-carboxylate